Cl.CC(C)(CCC=C)N 2-Methylhex-5-en-2-amine Hydrochloride Salt